The molecule is a sesquiterpene alkaloid that is isolated from Tripterygium forrestii, Platanus chiapensis and Maytenus chiapensis. It has a role as a plant metabolite. It is an acetate ester, a benzoate ester, a dihydroagarofuran sesquiterpenoid, a macrolide, a pyridine alkaloid and a sesquiterpene alkaloid. CC1C(C(=O)O[C@H]2[C@@H]([C@@H]([C@]3([C@@H]([C@@H]([C@@H]4[C@H]([C@@]3([C@@]2(C)O)O[C@]4(COC(=O)C5=C1N=CC=C5)C)OC(=O)C)OC(=O)C)OC(=O)C)COC(=O)C)OC(=O)C)OC(=O)C6=CC=CC=C6)C